N-((1-aminocyclopropyl)methyl)-2-(4-(methylcarbamoyl)phenyl)benzo[d]imidazo[2,1-b]thiazole-7-carboxamide NC1(CC1)CNC(=O)C1=CC2=C(N3C(S2)=NC(=C3)C3=CC=C(C=C3)C(NC)=O)C=C1